2-[[5-[bis[(4-methoxyphenyl)methyl]amino]-6-methyl-1-(2-trimethylsilylethoxymethyl)pyrrolo[3,2-b]pyridin-2-yl]methyleneamino]naphthalene-1-carbonitrile COC1=CC=C(C=C1)CN(C1=C(C=C2C(=N1)C=C(N2COCC[Si](C)(C)C)C=NC2=C(C1=CC=CC=C1C=C2)C#N)C)CC2=CC=C(C=C2)OC